CC=1N=C(SC1C)OC1=C(C=C(C=C1)NC(=O)NC(=O)C1CC(C1)OC)C N-((4-((4,5-dimethylthiazol-2-yl)oxy)-3-methylphenyl)carbamoyl)-3-methoxycyclobutane-1-carboxamide